6-(Benzyloxy)-10-(3-chlorophenyl)pyrazolo[5,1-a]isoquinoline C(C1=CC=CC=C1)OC1=CN2C(C3=C(C=CC=C13)C1=CC(=CC=C1)Cl)=CC=N2